2,6-dimethyl-2,4,6-tris(4-hydroxyphenyl)-3-heptene CC(C)(C=C(CC(C)(C1=CC=C(C=C1)O)C)C1=CC=C(C=C1)O)C1=CC=C(C=C1)O